diiodo[2,6-bis[4-(R)-isopropyl-2-oxazolyl]-4-chloropyridine] cobalt [Co].IC=1C(=C(C(=NC1C=1OC=C(N1)C(C)C)C=1OC=C(N1)C(C)C)I)Cl